C(C1=CC=CC=C1)N(CC(=O)OCC)C(CC=1C=NN(C1)C)=O ethyl N-benzyl-N-(2-(1-methyl-1H-pyrazol-4-yl)acetyl)glycinate